N-(5-(difluoromethyl)-2-(3-(5-isopropoxypyridin-2-yl)-1,2,4-thiadiazol-5-ylamino)pyridin-3-yl)-N-methylacetamide FC(C=1C=C(C(=NC1)NC1=NC(=NS1)C1=NC=C(C=C1)OC(C)C)N(C(C)=O)C)F